NC1=CC(=C(C(=N1)C1=C(C=C2C(=NC(=NC2=C1F)OC[C@H]1N(C[C@@H](C1)F)C)N1[C@H](CN(CC1)C(C=C)=O)C)Cl)C)C 1-((S)-4-((S)-7-(6-amino-3,4-dimethylpyridin-2-yl)-6-chloro-8-fluoro-2-(((2S,4R)-4-fluoro-1-methylpyrrolidin-2-yl)methoxy)quinazolin-4-yl)-3-methylpiperazin-1-yl)prop-2-en-1-one